but-3-yn-1-yl{6-[({[(Z)-(1-methyl-1H-tetrazol-5-yl)(phenyl)methylene]amino} oxy)methyl]-pyridin-2-yl} carbamate C(N)(OC1=NC(=CC=C1CCC#C)CO\N=C(\C1=CC=CC=C1)/C1=NN=NN1C)=O